Cl.ClC1=C(C(=CC(=C1)C#CC)OC)C1C(CC2(CCNCC2)CC1=O)=O 9-(2-chloro-6-methoxy-4-prop-1-ynyl-phenyl)-3-azaspiro[5.5]undecane-8,10-dione hydrochloride